1-(2-bromobenzoyl)-N-(4-(3-(5-chloro-1H-indol-3-yl)ureido)phenyl)pyrrolidine-3-carboxamide BrC1=C(C(=O)N2CC(CC2)C(=O)NC2=CC=C(C=C2)NC(=O)NC2=CNC3=CC=C(C=C23)Cl)C=CC=C1